BrC1=CC=C(C=C1)[C@@H]1[C@@H]2CN(C[C@H](CCN2[C@@H]1CN(C)C)N(C)C)C(=O)NC1=CC=C(C=C1)OC (4S,8R,9S,10S)-9-(4-bromophenyl)-4-(dimethylamino)-10-[(dimethylamino)methyl]-N-(4-methoxyphenyl)-1,6-diazabicyclo[6.2.0]decane-6-carboxamide